CS(=O)(=O)OCC1CCSCC1 tetrahydrothiopyran-4-ylmethyl methanesulfonate